7-triisopropylsiloxy-4-methyl-coumarin C(C)(C)[Si](OC1=CC=C2C(=CC(OC2=C1)=O)C)(C(C)C)C(C)C